(Z)-1-(3-(1-(hydroxyimino)ethyl)phenyl)-3-(3-(2-methoxyethyl)-4-oxo-3,4-dihydroquinazolin-6-yl)urea O\N=C(\C)/C=1C=C(C=CC1)NC(=O)NC=1C=C2C(N(C=NC2=CC1)CCOC)=O